C(CCCCCCCCC)C(C(=O)O)N(C)C decyl-dimethylaminoacetic acid